BrC=1C(=CC(=NC1)CNC(=O)C1NCCN(C1)C=1C=2C(N=CN1)=NN(C2)C2=CC(=C(C=C2)C)F)C N-((5-bromo-4-methylpyridin-2-yl)methyl)-4-(2-(3-fluoro-4-methylphenyl)-2H-pyrazolo[3,4-d]pyrimidin-4-yl)piperazine-2-carboxamide